(2R,3R,4S,5R)-N-(3-acetylpyridin-4-yl)-3-(3,4-difluoro-2-methylphenyl)-4-methoxy-5-methyl-5-(trifluoromethyl)tetrahydrofuran-2-carboxamide C(C)(=O)C=1C=NC=CC1NC(=O)[C@@H]1O[C@]([C@H]([C@H]1C1=C(C(=C(C=C1)F)F)C)OC)(C(F)(F)F)C